C(C)(C)(C)OC(=O)N1CCC(CC1)(C)C(=O)C=1C=NC(=CC1Cl)COC1OCCCC1 4-[4-chloro-6-(tetrahydropyran-2-yloxymethyl)pyridine-3-carbonyl]-4-methyl-piperidine-1-carboxylic acid tert-butyl ester